4-(2-(diethylamino)-ethoxy)benzamide C(C)N(CCOC1=CC=C(C(=O)N)C=C1)CC